3,6-bis(6-methoxynaphthalen-2-yl)-9H-fluoren-9-one COC=1C=C2C=CC(=CC2=CC1)C=1C=CC=2C(C3=CC=C(C=C3C2C1)C1=CC2=CC=C(C=C2C=C1)OC)=O